C(C)(C)(C)C=1C=CC=2N(C3=CC=C(C=C3C2C1)C(C)(C)C)C1=CC(=CC=C1O)C(CC(C)(C)C)(C)C 6-(3,6-ditert-butylcarbazol-9-yl)-4-(1,1,3,3-tetramethylbutyl)phenol